NC1=C(C=CC(=C1)NCC1=CC=C(C=C1)C(F)(F)F)NC(CCCCCC)=O N-(2-amino-4-((4-(trifluoromethyl)benzyl)amino)phenyl)heptanamide